C[NH+](CC1=CC=CC=C1)C N,N-dimethyl-N-benzyl-ammonium